N-methyl-1-(methylsulfonyl)aziridine-2-carboxamide CNC(=O)C1N(C1)S(=O)(=O)C